(2-(2-(3-FLUORO-4-(METHOXYMETHOXY)PHENYL)THIAZOL-4-YL)ACETYL)GLYCINE FC=1C=C(C=CC1OCOC)C=1SC=C(N1)CC(=O)NCC(=O)O